(S)-2,6-diamino-4,5,6,7-tetrahydrobenzothiazole NC=1SC2=C(N1)CC[C@@H](C2)N